NC1=C(C=C(C=C1)C1=NN(C2=NC=NC(=C21)N)C)Cl 3-(4-amino-3-chloro-phenyl)-1-methyl-1H-pyrazolo[3,4-d]pyrimidin-4-ylamine